8-(6-((3-(4-fluorophenyl)-5-methylisoxazol-4-yl)methoxy)pyridazin-3-yl)hexahydro-2H-pyrazino[1,2-a]pyrazine FC1=CC=C(C=C1)C1=NOC(=C1COC1=CC=C(N=N1)N1CC2N(CCNC2)CC1)C